4-fluoro-6-methoxybenzo[d]thiazol-2-amine FC1=CC(=CC2=C1N=C(S2)N)OC